OC1CN(S(NC1)(=O)=O)C=1C=NN2C1CN([C@H](C2)C)C(=O)NC2=CC(=C(C(=C2)F)F)F (6S)-3-(4-hydroxy-1,1-dioxo-1,2,6-thiadiazinan-2-yl)-6-methyl-N-(3,4,5-trifluorophenyl)-6,7-dihydro-4H-pyrazolo[1,5-a]pyrazine-5-carboxamide